1-(1-methylpiperidin-4-yl)-1H-pyrazole-3,4-dicarboxamide CN1CCC(CC1)N1N=C(C(=C1)C(=O)N)C(=O)N